hexane-1,2-dithiol C(C(CCCC)S)S